2-Fluoro-3-hydroxybenzenesulfonyl chloride FC1=C(C=CC=C1O)S(=O)(=O)Cl